FC(CN1N=CC=2C1=NC(=CN2)N2C[C@@]1(CN([C@@H]1CC)C=1C=NC(=NC1)C(F)(F)F)CC2)F 1-(2,2-difluoroethyl)-6-((1R,4S)-1-ethyl-2-(2-(trifluoromethyl)pyrimidin-5-yl)-2,6-diazaspiro[3.4]octan-6-yl)-1H-pyrazolo[3,4-b]pyrazine